N-(2-(1-Cyclopropyl-2-hydroxy-2-methylpropyl)-3-oxoisoindolin-4-yl)-5-methyl-2,3-dihydrofuro[2,3-b]pyridine-4-carboxamide C1(CC1)C(C(C)(C)O)N1CC2=CC=CC(=C2C1=O)NC(=O)C=1C2=C(N=CC1C)OCC2